C(#N)C1=CC=C(OC2=CC(=C(C=C2)B(O)O)C)C=C1 4-(4-cyano-phenoxy)-2-methylbenzeneboronic acid